1-(2-(3-chloro-2-fluorophenyl)propan-2-yl)-4-((3-fluoro-6-((5-methyl-1H-pyrazol-3-yl)amino)pyridin-2-yl)methyl)piperidine-4-carboxylic acid ClC=1C(=C(C=CC1)C(C)(C)N1CCC(CC1)(C(=O)O)CC1=NC(=CC=C1F)NC1=NNC(=C1)C)F